N-[5-(1,1-difluoroethyl)benzofuran-7-yl]-1-[4-(difluoromethoxy)phenyl]-3-methyl-5-oxo-4H-pyrazole-4-carboxamide FC(C)(F)C=1C=C(C2=C(C=CO2)C1)NC(=O)C1C(=NN(C1=O)C1=CC=C(C=C1)OC(F)F)C